2-(difluoromethoxy)benzonitrile FC(OC1=C(C#N)C=CC=C1)F